N-(4-{6-[(1R)-1-hydroxypropyl]-4-methylpyridin-3-yl}imidazo[1,2-a]1,6-naphthyridin-8-yl)cyclopropanecarboxamide O[C@H](CC)C1=CC(=C(C=N1)C=1C=2N(C3=CC(=NC=C3C1)NC(=O)C1CC1)C=CN2)C